ClC1=NC=C(C=N1)N1N=CC2=CC(=CC=C12)O[C@H](C)C1=C(C=NC=C1Cl)Cl (2-Chloropyrimidin-5-yl)-5-[(1R)-1-(3,5-dichloro-4-pyridinyl)ethoxy]-1H-indazole